N4-isobutyl-N2-(2-methoxy-4-(morpholinosulfonyl)phenyl)-7H-pyrrolo[2,3-d]pyrimidine-2,4-diamine C(C(C)C)NC=1C2=C(N=C(N1)NC1=C(C=C(C=C1)S(=O)(=O)N1CCOCC1)OC)NC=C2